1,3,4,5-tetrahydrothieno[2,3-c][1,6]naphthyridin-6(2H)-one C1C=2C3=C(C(NC2CCN1)=O)SC=C3